1-(4-fluorophenyl)-6-methyl-2-oxo-1,2-dihydropyridine-3-carboxylic acid ethyl ester C(C)OC(=O)C=1C(N(C(=CC1)C)C1=CC=C(C=C1)F)=O